ClC=1C=C2C(=NC1C1=CC=C(C=C1)C1(CCC1)O)N=C(N2)O[C@H]2CN(CC2)C(C)=O (R)-1-(3-((6-chloro-5-(4-(1-hydroxycyclobutyl)phenyl)-1H-imidazo[4,5-b]pyridin-2-yl)oxy)pyrrolidin-1-yl)ethanone